2-amino-adenine NC1=NC(=C2NC=NC2=N1)N